2,5-di-(tertbutylperoxy)-hexane C(C)(C)(C)OOC(C)CCC(C)OOC(C)(C)C